4-((5-(pyrrolidin-1-yl)thiophen-2-yl)methylene)-3-(trifluoromethyl)isoxazol-5(4H)-one N1(CCCC1)C1=CC=C(S1)C=C1C(=NOC1=O)C(F)(F)F